C(C1=CC=CC=C1)N1C2=NC=NC(=C2N=C1C1=C(C=C(C=C1)N1CC(C1)N)Cl)OC1(CC1)C 1-(4-(9-benzyl-6-(1-methyl-cyclopropoxy)-9H-purin-8-yl)-3-chlorophenyl)azetidin-3-amine